C(C1=CC=CC=C1)(=O)[O-].C[NH+](CCCCCCCCCCCCCC)C dimethylmyristylammonium benzoate